CC1=C(C(=O)N)C=C(C=C1)[N+](=O)[O-] 2-methyl-5-nitrobenzamide